dimethylzirconium [2',2'''-(pyridine-2,6-diyl)bis(3-((3r,5r,7r)-adamantan-1-yl)-4',5-dimethyl-[1,1-biphenyl]-2-olate)] N1=C(C=CC=C1C1=C(C=CC(=C1)C)C=1C(=C(C=C(C1)C)C12CC3CC(CC(C1)C3)C2)[O-])C2=C(C=CC(=C2)C)C=2C(=C(C=C(C2)C)C23CC1CC(CC(C2)C1)C3)[O-].C[Zr+2]C